C1=2C=C(C=CC2CC1)[C@@](C)(O)[C@@H]1[C@H]([C@H]([C@@H](C1)N1C=CC2=C1N=CN=C2NC(N(C)C)=O)O)O 3-(7-((1R,2S,3R,4S)-4-((S)-1-(bicyclo[4.2.0]octa-1(6),2,4-trien-3-yl)-1-hydroxyethyl)-2,3-dihydroxycyclopentyl)-7H-pyrrolo[2,3-d]pyrimidin-4-yl)-1,1-dimethylurea